2-(o-chlorophenyl)-4,5-di-(m-methoxyphenyl)imidazole ClC1=C(C=CC=C1)C=1NC(=C(N1)C1=CC(=CC=C1)OC)C1=CC(=CC=C1)OC